5-(3-{3,5-dibromo-2-[2-(4-methyl-thiazol-5-yl)-ethoxy]-benzylamino}-propylamino)-4H-thieno[3,2-b]pyridin-7-one BrC=1C(=C(CNCCCNC2=CC(C3=C(N2)C=CS3)=O)C=C(C1)Br)OCCC1=C(N=CS1)C